dichloro[2,6-bis[4-(S)-isopropyl-2-oxazolyl]pyridine] cobalt [Co].ClC=1C=C(C(=NC1C=1OC=C(N1)C(C)C)C=1OC=C(N1)C(C)C)Cl